(R)-1-(1-(2-(1-hydroxyethyl)imidazo[4,5-d]pyrrolo[2,3-b]pyridin-1(6H)-yl)piperidin-4-yl)-3-(2,2,2-trifluoroethyl)urea O[C@H](C)C1=NC=2C(=C3C(=NC2)NC=C3)N1N1CCC(CC1)NC(=O)NCC(F)(F)F